2,4-dichloro-6-(2-phenylpropyl)-1,3,5-triazine ClC1=NC(=NC(=N1)Cl)CC(C)C1=CC=CC=C1